OCCC1=CC(=CC=C1)CCO 1,3-di(2-hydroxyethyl)benzene